(2-((7-bromo-6-chloro-8-fluoro-3-nitroquinolin-4-yl) amino) ethyl) carbamate C(N)(OCCNC1=C(C=NC2=C(C(=C(C=C12)Cl)Br)F)[N+](=O)[O-])=O